4-(4-((4-(methylsulfonyl)benzyl)oxy)phenyl)-N-(4-phenylbutyl)-1H-imidazole-1-carboxamide CS(=O)(=O)C1=CC=C(COC2=CC=C(C=C2)C=2N=CN(C2)C(=O)NCCCCC2=CC=CC=C2)C=C1